C(C1=CC=CC=C1)OCC12CCNCC2C1 6-((benzyloxy)methyl)-3-azabicyclo[4.1.0]heptane